7-(tert-butyl) 2-ethyl 5,8-dihydro-1,7-naphthyridine-2,7(6H)-dicarboxylate N1=C(C=CC=2CCN(CC12)C(=O)OC(C)(C)C)C(=O)OCC